C12(CC3CC(CC(C1)C3)C2)CN2N=CC(=C2C)C2=C(C=3C(CNC3C=C2)(C)C)C(=O)OC methyl 5-(1-(adamantan-1-ylmethyl)-5-methyl-1H-pyrazol-4-yl)-3,3-dimethylindoline-4-carboxylate